COC1=C(C=C(C=C1)N1C(C2=CC=C(C=C2C=C1)C1=CC=CC=C1)=O)NS(=O)(=O)C N-(2-methoxy-5-(1-oxo-6-phenylisoquinolin-2(1H)-yl)phenyl)methanesulfonamide